[Si](C)(C)(C(C)(C)C)OCCC1=C(C=CC(=C1)F)C([C@H]1N(CCC1)C(=O)OC(C)(C)C)O (2S)-tert-butyl 2-((2-(2-(tert-butyldimethylsilyloxy)ethyl)-4-fluorophenyl)(hydroxy)-methyl)pyrrolidine-1-carboxylate